FC1=C(C(=O)NC2CCC(CC2)NC2=CC(=NC3=CC=CC=C23)C(F)(F)F)C=CC=C1F 2,3-difluoro-N-[(1s,4s)-4-{[2-(trifluoromethyl)quinolin-4-yl]amino}cyclohexyl]benzamide